6-chloro-N-(cyclopropylmethoxy)-5-(6-(dimethylamino)-2-methoxypyridin-3-yl)-1H-indole-3-carboxamide ClC1=C(C=C2C(=CNC2=C1)C(=O)NOCC1CC1)C=1C(=NC(=CC1)N(C)C)OC